C(C1=CC=CC=C1)N1C[C@H]([C@]2(C(NC(N2)=O)=O)CC1)C (5S,6R)-8-Benzyl-6-methyl-1,3,8-triazaspiro[4.5]decane-2,4-dione